N2-(6-(2,6-dimethylthiomorpholino)-2-methylpyridin-3-yl)spiro[3.3]heptane-2,6-diamine CC1SC(CN(C1)C1=CC=C(C(=N1)C)NC1CC2(C1)CC(C2)N)C